CC1(OB(OC1(C)C)C1=CC=C(OC2=NC=CC=N2)C=C1)C 2-(4-(4,4,5,5-tetramethyl-1,3,2-dioxaborolan-2-yl)phenoxy)-pyrimidine